OC1=C(C(=CC(=C1S(=O)(=O)NC(CC(C)=O)=O)CCCCC)O)C1CCCC(=C1)C N-((2,6-dihydroxy-5'-methyl-4-pentyl-1',2',3',4'-tetrahydro-[1,1'-biphenyl]-3-yl)sulfonyl)-3-oxobutanamide